FC1C(OC2=C(O1)C=CC=C2N2CCNCC2)F 2,3-Difluoro-5-(piperazin-1-yl)-2,3-dihydro-1,4-benzodioxine